C(C1=CC=CC=C1)N1CCC(CC1)CCNC(=O)N1[C@@H](CN(C[C@@H]1C)C1=NC=C(C=N1)C(=O)NCCF)C 2-[(3R,5S)-4-{[2-(1-benzylpiperidin-4-yl)ethyl]carbamoyl}-3,5-dimethylpiperazin-1-yl]-N-(2-fluoroethyl)pyrimidine-5-carboxamide